(3-methylphenyl)-3,3'-dimethyl-benzidine CC=1C=C(C=CC1)C1=C(C=CC(=C1C)N)C1=CC(=C(N)C=C1)C